C(C)(C)(C)OC(=O)N1CCC(=CC1)C1=CC(=C(C=C1F)NC(=O)C1=CC=C(S1)C=1CCN(CC1)C(=O)OC(C)(C)C)F tert-butyl 4-(5-((4-(1-(tert-butoxycarbonyl)-1,2,3,6-tetrahydropyridin-4-yl)-2,5-difluorophenyl)carbamoyl)thiophen-2-yl)-3,6-dihydropyridine-1(2H)-carboxylate